O.O=[O+][O-] trioxygen water